O1C(CCCC1)OC1=C(C(=CC=C1)OC1OCCCC1)C(\C=C\C1=CC=CC=C1)=O (E)-1-[2,6-Bis(oxan-2-yloxy)phenyl]-3-phenylprop-2-en-1-one